COC(=O)C=1C=C2C(C=COC2=C(C1)C=C)=O 4-oxo-8-vinyl-chromene-6-carboxylic acid methyl ester